O(C(=O)CCCCCCCCC)CCC1=CC=C(C=C1)OCC1=CC=CC=C1 4-benzyloxyphenylethyl caprate